BrC=1C=NC(=NC1)N[C@H]1CN(CC1)C1=NC(=CC2=CC(=CC=C12)N(C(C=C)=O)C)C1CCN(CC1)C (R)-N-(1-(3-((5-bromopyrimidin-2-yl)amino)pyrrolidin-1-yl)-3-(1-methylpiperidin-4-yl)isoquinolin-6-yl)-N-methylacrylamide